2-[14C]malonyl-CoA [14C](CC(=O)O)(=O)C=1N=C(C=2N=CN([C@H]3[C@H](O)[C@H](OP(=O)(O)O)[C@@H](COP(=O)(O)OP(=O)(O)OCC(C)(C)[C@@H](O)C(=O)NCCC(=O)NCCS)O3)C2N1)N